FC[C@@H](O)C1=CC=CC=C1 (S)-2-fluoro-1-phenylethan-1-ol